Isopropyl trans-3-((6-(1-methyl-5-(((tetrahydro-2H-pyran-2-yl)oxy)methyl)-1H-pyrazol-4-yl)pyridin-3-yl)oxy)cyclohexane-1-carboxylate CN1N=CC(=C1COC1OCCCC1)C1=CC=C(C=N1)O[C@@H]1C[C@H](CCC1)C(=O)OC(C)C